COC=1C=C(C(=O)O)C=CC1OC 3,4-dimethoxy-benzoic acid